C1C=C(C2=CC=CC=C12)[Si](C=1CC2=CC=CC=C2C1C1=CC=CC=C1)(C)C (1H-inden-3-yl)dimethyl-(3-phenyl-1H-inden-2-yl)silane